4-amino-6-fluoro-1,3-dimethylquinolin-2(1H)-one NC1=C(C(N(C2=CC=C(C=C12)F)C)=O)C